1,3-bis(triphenylmethoxy)-2-benzyloxy-propane C1(=CC=CC=C1)C(OCC(COC(C1=CC=CC=C1)(C1=CC=CC=C1)C1=CC=CC=C1)OCC1=CC=CC=C1)(C1=CC=CC=C1)C1=CC=CC=C1